(2S)-2-[9H-fluoren-9-ylmethoxycarbonyl-(propyl)amino]-3-(p-tolyl)propionic acid C1=CC=CC=2C3=CC=CC=C3C(C12)COC(=O)N([C@H](C(=O)O)CC1=CC=C(C=C1)C)CCC